4-(5-fluoro-4-(2-oxo-2,3-dihydrobenzo[d]oxazol-5-ylamino)pyrimidin-2-ylamino)-N-isopropylbenzamide formate salt C(=O)O.FC=1C(=NC(=NC1)NC1=CC=C(C(=O)NC(C)C)C=C1)NC=1C=CC2=C(NC(O2)=O)C1